NC=1C=CC(=C2CN(C(C12)=O)CC(C(C1=CC(=C(C(=C1)OC)OC)OC)=O)=C)C1=CC=C2C=NN(C2=C1)C 7-amino-4-(1-methyl-1H-indazol-6-yl)-2-[2-methylidene-3-oxo-3-(3,4,5-trimethoxyphenyl)propyl]-2,3-dihydro-1H-isoindol-1-one